N1N=NC2=C(C=CC=C12)C1=C2N=NNC2=CC=C1 triazaindenyl-(triazaindene)